C(C1=CC=CC=C1)OC(=O)C1(CNCC1)C.C1(=CC=CC=C1)NC(CC(C(C)C)=O)=O N-phenyl-isobutyryl-acetamide Benzyl-3-methylpyrrolidine-3-carboxylate